1,1-difluorocyclohexane FC1(CCCCC1)F